{6-[(4-fluorophenyl)thio]-1,2,3,4-tetrahydronaphthalen-1-yl}methylamine FC1=CC=C(C=C1)SC=1C=C2CCCC(C2=CC1)CN